2-hydroxy-9-(4-t-butylpyridin-2-yl)-9H-carbazole OC1=CC=2N(C3=CC=CC=C3C2C=C1)C1=NC=CC(=C1)C(C)(C)C